3-(4-fluorophenoxymethyl)-4-methyl-2-(2-methyl-5-phenyl-1,3-thiazole-4-carbonyl)-2-azabicyclo[3.1.1]heptane FC1=CC=C(OCC2N(C3CC(C2C)C3)C(=O)C=3N=C(SC3C3=CC=CC=C3)C)C=C1